4-(2-Ethoxy-2-oxoethoxy)piperidine-1-carboxylate C(C)OC(COC1CCN(CC1)C(=O)[O-])=O